FC(O[C@@H]1C[C@H](N(C1)C(CNC(=O)C=1C=CC=2SC3=CC=CC=C3OC2C1)=O)C(=O)NCC1=CC=C2CCN(CC2=C1)C(=O)OC(C)(C)C)F tert-butyl 7-(((2S,4R)-4-(difluoromethoxy)-1-((phenoxathiine-3-carbonyl)glycyl)pyrrolidine-2-carboxamido)methyl)-3,4-dihydroisoquinoline-2(1H)-carboxylate